1-methyl-1H-indole-7-carboxylic acid isopropyl ester C(C)(C)OC(=O)C=1C=CC=C2C=CN(C12)C